N-[3-[[[2-bromo-4-[1,2,2,2-tetrafluoro-1-(trifluoromethyl)ethyl]-6-(trifluoro-methyl)phenyl]amino]carbonyl]-2-fluorophenyl]-4-fluoro-N-methyl-benzamide BrC1=C(C(=CC(=C1)C(C(F)(F)F)(C(F)(F)F)F)C(F)(F)F)NC(=O)C=1C(=C(C=CC1)N(C(C1=CC=C(C=C1)F)=O)C)F